C(C1=CC=CC=C1)N1CC=2C(N(C=3N=CC=CC3C2CC1)CC1=CC=C(C=C1)CC)=O 3-benzyl-6-(4-ethylbenzyl)-2,3,4,6-tetrahydropyrido[3,4-c][1,8]naphthyridin-5(1H)-one